4-ethyl-3-methyl-5-oxopyrrolol C(C)C1=C(C(=NC1=O)O)C